N[C@H]1CN(CCC1)C(=O)C=1C=C(C=2N(C1)N=C(C2C)C=2N(C1=C(C=CC=C1C2)C2CN(C2)C([C@H](C)OC)=O)CC2CC2)OC (S)-1-(3-(2-(6-((R)-3-Aminopiperidine-1-carbonyl)-4-methoxy-3-methylpyrazolo[1,5-a]pyridin-2-yl)-1-(cyclopropylmethyl)-1H-indol-7-yl)azetidin-1-yl)-2-methoxypropan-1-one